(2S,4S)-Boc-4-azidoproline C(=O)(OC(C)(C)C)N1[C@@H](C[C@@H](C1)N=[N+]=[N-])C(=O)O